C(C)(C)(C)N(C(=O)OCC1CCN(CC1)C1=CC=C(C=C1)C=1C=NN(C1)C1OCCCC1)CCC1=CC(=CC=2C3=CC(=C(C=C3NC12)Cl)Cl)NC1=CC=C(C=C1)Cl (1-(4-(1-(tetrahydro-2H-pyran-2-yl)-1H-pyrazol-4-yl)phenyl)piperidin-4-yl)methanol tert-butyl-(2-(6,7-dichloro-3-((4-chlorophenyl)amino)-9H-carbazol-1-yl)ethyl)carbamate